[4-(2-tetrahydropyran-4-yl-5H-pyrrolo[2,3-b]pyrazin-7-yl)-1-piperidyl]-[4-[2,2,2-trifluoro-1-hydroxyl-(trifluoromethyl)ethyl]phenyl]methanone O1CCC(CC1)C=1N=C2C(=NC1)NC=C2C2CCN(CC2)C(=O)C2=CC=C(C=C2)C(C(F)(F)F)(O)C(F)(F)F